N-(5-(3-(3,5-dimethylisoxazol-4-yl)-5-(methylsulfonamido)phenoxy)-2-methylphenyl)-3-(piperidin-1-yl)propanamide CC1=NOC(=C1C=1C=C(OC=2C=CC(=C(C2)NC(CCN2CCCCC2)=O)C)C=C(C1)NS(=O)(=O)C)C